COC1=CC2=C(C=C1)C(=O)CCC2 6-methoxytetralone